(S)-6-chloro-1-(1-methylcyclopropyl)-4-oxo-7-(2-oxo-5-((pyridin-2-yloxy)methyl)pyrrolidin-1-yl)-1,4-dihydro-quinoline-3-carboxylic acid ClC=1C=C2C(C(=CN(C2=CC1N1C(CC[C@H]1COC1=NC=CC=C1)=O)C1(CC1)C)C(=O)O)=O